C(N)(=O)C1(COC1)NC(=O)C1=C(OC2=CN=C(C=C21)OCC2=C(N=CS2)C)C N-(3-carbamoyl-oxetan-3-yl)-2-methyl-5-[(4-methyl-1,3-thiazol-5-yl)methoxy]furo[2,3-c]pyridine-3-carboxamide